FC(C1=CC(=NC=C1)N1CCN(CC1)S(=O)(=O)C1CCC(CC1)C#N)(F)F 4-((4-(4-(trifluoromethyl)pyridin-2-yl)piperazin-1-yl)sulfonyl)cyclohexane-1-carbonitrile